(e)-Ethyl acrylate C(C=C)(=O)OCC